C(C)(C)(C)C1CN(C1)C(=O)O[C@@H]1CC[C@H](CC1)C(N(C[C@@H]1CC[C@H](CC1)C1=NC(=C(C=C1)OC)C)C1=NC=CC(=C1)C=1N=C(OC1)C1CC1)=O trans-4-((4-(2-Cyclopropyloxazol-4-yl)pyridine-2-yl)((trans-4-(5-methoxy-6-methylpyridin-2-yl)cyclohexyl)methyl)carbamoyl)cyclohexyl 3-(tert-butyl)azetidine-1-carboxylate